9-(((2S,3S,4S)-3-ethyl-4-fluoro-5-oxopyrrolidin-2-yl)methoxy)-5-(methylamino)-5a,9a-dihydroimidazo[1,2-a]quinoline-4-carboxamide C(C)[C@H]1[C@H](NC([C@H]1F)=O)COC1=CC=CC2C(=C(C=3N(C12)C=CN3)C(=O)N)NC